COC1=CC=CC(=N1)C=1NC2=CC=C(C=C2C1C)CNC(=O)C=1C(=NC=NC1)C N-[[2-(6-methoxy-2-pyridyl)-3-methyl-1H-indol-5-yl]methyl]-4-methyl-pyrimidine-5-carboxamide